ethyl 6-(4-fluorophenyl)-1-((5-fluoropyridin-2-yl)methyl)-4-hydroxy-2-oxo-1,2-dihydro-1,8-naphthyridine-3-carboxylate FC1=CC=C(C=C1)C=1C=C2C(=C(C(N(C2=NC1)CC1=NC=C(C=C1)F)=O)C(=O)OCC)O